NC=1C(=C(C=CC1)[C@@H]1N(CCC1)C(=O)OC(C)(C)C)N1CCOCC1 tert-butyl (R)-2-(3-amino-2-morpholinophenyl)pyrrolidine-1-carboxylate